C(C)(C)(C)C1=NC=C(C=N1)C=1N=C2SCC(CN2C(C1C#N)=O)C 8-(2-tert-butylpyrimidin-5-yl)-3-methyl-6-oxo-2H,3H,4H,6H-pyrimido[2,1-b][1,3]thiazine-7-carbonitrile